N-methyl-N-((5-phenyl-1,2,3-triazol-4-yl)methyl)amine CNCC=1N=NNC1C1=CC=CC=C1